OC1=C(C(=CC(=C1)C(C)(C)CC)C(C)(C)CC)N1N=C2C(=N1)C=CC=C2 2-(2'-hydroxy-4',6'-di-tert-pentyl-phenyl)-2H-benzotriazole